3-(oxan-4-yl)quinazolin-4-one O1CCC(CC1)N1C=NC2=CC=CC=C2C1=O